CC1=NOC(=C1NC(=O)O[C@H](C)C1=C(C=CC=C1)C(F)(F)F)C1=CC=C(O[C@@H]2C[C@H](CCC2)C(=O)O)C=C1 (1S,3S)-3-(4-(3-methyl-4-((((R)-1-(2-(trifluoromethyl)phenyl)ethoxy)carbonyl)amino)isoxazol-5-yl)phenoxy)cyclohexane-1-carboxylic acid